C(C)N(C(CC(C)=O)=O)CC N,N-Diethyl-3-oxobutan-amid